N-(quinoxalin-6-yl)-2-{4-[5-chloro-2-(4,5-dihydro-1,2-oxazol-3-yl)phenyl]-5-methoxy-2-oxopyridin-1(2H)-yl}-3-(1,4-dioxan-2-yl)propanamide N1=CC=NC2=CC(=CC=C12)NC(C(CC1OCCOC1)N1C(C=C(C(=C1)OC)C1=C(C=CC(=C1)Cl)C1=NOCC1)=O)=O